COC(C1=C(C=C(C=C1Cl)N1CCOCC1)Cl)=O.ClC1=CC=C(OCC2=NN=C(S2)C2=NC(=C(C(=O)N)C=C2)N2C(CNC(C2)=O)C)C=C1 (5-((4-chlorophenoxy)methyl)-1,3,4-thiadiazol-2-yl)-2-(2-methyl-5-oxopiperazin-1-yl)nicotinamide methyl-2,6-dichloro-4-morpholinylbenzoate